ONCCC#CC1=CC=C(C=C1)C1=NC(C=2N(C3=C1C(=C(S3)C)C)C(=NN2)C)CC(=O)OC(C)(C)C tert-butyl 2-(4-(4-(4-(hydroxyamino)but-1-yn-1-yl)phenyl)-2,3,9-trimethyl-6H-thieno[3,2-f][1,2,4]triazolo[4,3-a][1,4]diazepin-6-yl)acetate